3-Aminotyrosine NC=1C=C(C[C@H](N)C(=O)O)C=CC1O